NC=1C=2N(C(=C(N1)C1=CC=C(C=C1)F)C=1C=CC=3N(C1)C(=CN3)C)C=C(N2)C(=O)NC23CC(C2)(C3)CN(C)C 8-amino-N-{3-[(dimethyl-amino)methyl]bicyclo[1.1.1]pentan-1-yl}-6-(4-fluorophenyl)-5-{3-methylimidazo[1,2-a]pyridin-6-yl}imidazo[1,2-a]pyrazine-2-carboxamide